C(C)(C)(C)C1=C(C(=CC(=C1)O)C(C)(C)C)C 2,6-di-t-butyl-p-toluol